4-bromo-N1-methyl-5-(trifluoromethyl)benzene-1,2-diamine BrC=1C=C(C(=CC1C(F)(F)F)NC)N